ClC1=C(C(=O)NC(NC[C@H]2N(CCC2)C)=O)C=C(C(=N1)Cl)F (S)-2,6-dichloro-5-fluoro-N-(((1-methylpyrrolidin-2-yl)methyl)carbamoyl)nicotinamide